C(C)NS(=O)(=O)C(C(C(C(C(C(C(C(F)(F)F)(F)F)(F)F)(F)F)(F)F)(F)F)(F)F)(F)F N-ethyl-perfluorooctylsulfonamide